CC=1OC2=C(C1C(=O)NC1CCN(CC1)CC(F)(F)F)C=C(C=C2)OCC=2C(=NC=CC2)C(F)(F)F 2-methyl-N-(1-(2,2,2-trifluoroethyl)piperidin-4-yl)-5-((2-(trifluoromethyl)pyridin-3-yl)-methoxy)benzofuran-3-carboxamide